3-[N-(2-fluorobenzoyl)-N'-hydroxycarbamoyl]benzonitrile FC1=C(C(=O)N(C(=O)C=2C=C(C#N)C=CC2)O)C=CC=C1